(3R)-3-(1,1-difluoroethyl)pyrrolidin hydrochloride Cl.FC(C)(F)[C@H]1CNCC1